N-(4-(5-(difluoromethyl)-1,3,4-oxadiazol-2-yl)-2-fluorobenzyl)-N-(2-methoxyphenyl)methanesulfonamide FC(C1=NN=C(O1)C1=CC(=C(CN(S(=O)(=O)C)C2=C(C=CC=C2)OC)C=C1)F)F